5-(1-propynyl)cytosine tert-butyl-(6-(2-(diphenylmethylene)hydrazinyl)-2-fluoro-3-methoxybenzyl)carbamate C(C)(C)(C)N(C(O)=O)CC1=C(C(=CC=C1NN=C(C1=CC=CC=C1)C1=CC=CC=C1)OC)F.C(#CC)C=1C(=NC(NC1)=O)N